NC1=C(N=C(N1C1=C(C(=CC=C1C)O)C)C(=O)N1CC2C(C1)COC2)C(=O)N 5-amino-2-(hexahydro-1H-furo[3,4-c]pyrrole-5-carbonyl)-1-(3-hydroxy-2,6-dimethylphenyl)-1H-imidazole-4-carboxamid